tert-butyl {(3S)-1-[4-(5-chloropyridin-2-yl)-4-cyanocyclohexyl]pyrrolidin-3-yl}carbamate ClC=1C=CC(=NC1)C1(CCC(CC1)N1C[C@H](CC1)NC(OC(C)(C)C)=O)C#N